4-(1-(2,3-dihydro-1H-inden-4-yl)ethyl)-1H-imidazole C1CCC2=C(C=CC=C12)C(C)C=1N=CNC1